1-thio-β-D-glucose tetraacetate C(C)(=O)O[C@H]1[C@H](S)O[C@@H]([C@H]([C@@H]1OC(C)=O)OC(C)=O)COC(C)=O